COC1=C(C=CC(=C1)OC)CN(CC[C@@H](C)NC(=O)C1=CC2=CC=CC(=C2C=C1)OC1=CC=C(C=C1)C(F)(F)F)CCF N-[(1R)-3-[(2,4-dimethoxyphenyl)methyl-(2-fluoroethyl)amino]-1-methyl-propyl]-5-[4-(trifluoromethyl)phenoxy]naphthalene-2-carboxamide